OC(C(C(=O)OCC(CO)(CO)CO)(O)O)O pentaerythritol tetrahydroxypropionate